(S)-5-Benzyl-3-(((1-(4-iodophenyl)ethyl)amino)methyl)-1-methyl-1H-pyrazole-4-carboxylic acid ethyl ester C(C)OC(=O)C=1C(=NN(C1CC1=CC=CC=C1)C)CN[C@@H](C)C1=CC=C(C=C1)I